2-(2-(6-chloropyridin-3-yl)propan-2-yl)-7-oxa-2-azaspiro[3.5]nonane ClC1=CC=C(C=N1)C(C)(C)N1CC2(C1)CCOCC2